C(CCCCCCC(C)C)P(OP(O)(O)CCCCCCCC(C)C)(O)O.OCC(CO)(CO)CO Pentaerythritol diisodecyl-diphosphite